O1NC(CC=C1)=O oxazin-3(4H)-one